CN1C=CC2=C(C=CC=C12)C1=CCCCN1C(=O)OC(C)(C)C tert-butyl 6-(1-methyl-1H-indol-4-yl)-3,4-dihydropyridine-1(2H)-carboxylate